C(C1=CC=CC=C1)N([C@@H]1CC[C@H](CC1)OC(C)C)CC1=CC=CC=C1 trans-N,N-dibenzyl-4-isopropoxycyclohexane-1-amine